(R)-N-(6,8-dimethylisoquinolin-1-yl)-2-fluoro-4-(5-(methyl-d3)-1,3,4-thiadiazol-2-yl)-N-(piperidin-3-yl)benzamide CC=1C=C2C=CN=C(C2=C(C1)C)N(C(C1=C(C=C(C=C1)C=1SC(=NN1)C([2H])([2H])[2H])F)=O)[C@H]1CNCCC1